BrC1=C(C(=CC(=C1)F)C)Cl 1-bromo-2-chloro-5-fluoro-3-methylbenzene